C(CC)[C@@H]1CC[C@H](CC1)COC1=C(C(=C(C=C1)OCCCC)F)F 1-((trans-4-propylcyclohexyl)methoxy)-4-butoxy-2,3-difluorobenzene